CC12CCCC(CCC1)N2 1-methyl-9-azabicyclo[3.3.1]nonane